C(C)OC(C[C@H](CCl)O)=O.NC1=NC(=NC=C1C(C)=O)C (4-amino-2-methylpyrimidin-5-yl)ethan-1-one ethyl-(R)-3-hydroxy-4-chlorobutyrate